ClC1=C(C=CC=C1Cl)C1(C(CCCC1)=O)[N+](=O)[O-] 2-(2,3-dichlorophenyl)-2-nitrocyclohexanone